OC1(CCN(CC1)C(=O)C1=CN=CO1)CN1C=NC=2C(C1=O)=NN(C2C2=CC=CC=C2)C 6-((4-Hydroxy-1-(oxazole-5-carbonyl)piperidin-4-yl)methyl)-2-methyl-3-phenyl-2H-pyrazolo[4,3-d]pyrimidin-7(6H)-one